CN(C(C)=O)C1=CC=C(C(=O)NC2=CC(=CC=C2)C#CC2=NC=CC=C2)C=C1 4-(N-METHYLACETAMIDO)-N-(3-(PYRIDIN-2-YLETHYNYL)PHENYL)BENZAMIDE